FC1(C(C1)C=1C(=C2C=CN(C2=C(C1)C)C(=O)OC(C)(C)C)C=O)F tert-butyl 5-(2,2-difluorocyclopropyl)-4-formyl-7-methyl-1H-indole-1-carboxylate